4'-(difluoromethyl)-N-(2-(difluoromethyl)-1H-benzo[d]imidazol-4-yl)-5-(ethylsulfonamido)-[1,1'-biphenyl]-2-carboxamide FC(C1=CC=C(C=C1)C=1C(=CC=C(C1)NS(=O)(=O)CC)C(=O)NC1=CC=CC=2NC(=NC21)C(F)F)F